CN1OC(C2C1C(CC(C2)(CCC)C)C)(C)C 1,3,3,5,7-pentamethyl-5-propyloctahydrobenzo[c]isoxazole